3-chloro-4-methyl-8-[(3R)-1-methylhexahydropyridin-3-yl]-5,6,7,8-tetrahydropyrido[2,3-c][1,2]diazin-7-one ClC1=C(C2=C(N=N1)N(C(CC2)=O)[C@H]2CN(CCC2)C)C